1-(4-bromophenyl)-3,3-dicarboxylcyclopropene BrC1=CC=C(C=C1)C1=CC1(C(=O)O)C(=O)O